BrC1=CC=2C(N=C1OC(C)C)=NN(C2)C2CCOCC2 5-bromo-6-isopropoxy-2-(tetrahydro-2H-pyran-4-yl)-2H-pyrazolo[3,4-b]pyridine